2-methyl-3-methoxybenzoic acid sodium benzoate C(C1=CC=CC=C1)(=O)[O-].[Na+].CC1=C(C(=O)O)C=CC=C1OC